4-methylmorpholine-2-carboxamide CN1CC(OCC1)C(=O)N